BrC1=CC=C(OCCN(C)C)C=C1 2-(4-bromophenoxy)-N,N-dimethyl-ethylamine